(rac)-4-((3-(4-(((3R,4S)-3-fluoropiperidin-4-yl)amino)-1-(2,2,2-trifluoroethyl)-1H-indol-2-yl)prop-2-yn-1-yl)amino)-3-methoxybenzenesulfonamide F[C@@H]1CNCC[C@@H]1NC1=C2C=C(N(C2=CC=C1)CC(F)(F)F)C#CCNC1=C(C=C(C=C1)S(=O)(=O)N)OC |r|